(S)-N-(4-(3-aminopiperidin-1-yl)-5-(3-chloro-4-fluorophenyl)pyridin-2-yl)-2-(2-fluoro-6-methoxyphenyl)pyrimidin-4-amine N[C@@H]1CN(CCC1)C1=CC(=NC=C1C1=CC(=C(C=C1)F)Cl)NC1=NC(=NC=C1)C1=C(C=CC=C1OC)F